CN1N=NC2=C1C=CC(=C2C)C(CC(=O)O)C=2C=C1CCCC1=C(C2)CN2S(C1=C(OC3(C2)COC3)N=CC=C1)(=O)=O 3-(1,4-Dimethyl-1H-benzotriazol-5-yl)-3-{7-[(1',1'-dioxido-spiro[oxetane-3,4'-pyrido[2,3-b][1,4,5]oxathiazepine]-2'(3'H)-yl)methyl]-2,3-dihydro-1H-inden-5-yl}propanoic acid